2-[4-(4-Aminopiperidin-1-yl)-3-(3-fluoro-5-methylphenyl)chinolin-6-yl]-4-fluoro-6-[(methoxyimino)methyl]phenol NC1CCN(CC1)C1=C(C=NC2=CC=C(C=C12)C1=C(C(=CC(=C1)F)C=NOC)O)C1=CC(=CC(=C1)C)F